(2R)-N-((S)-(3-chloro-4-cyanophenyl)(5-chloro-6-(trifluoromethyl)pyridin-3-yl)methyl)-2-methyl-3-oxopiperazine-1-carboxamide ClC=1C=C(C=CC1C#N)[C@H](NC(=O)N1[C@@H](C(NCC1)=O)C)C=1C=NC(=C(C1)Cl)C(F)(F)F